N-(5-(6-(4-aminophenyl)-1-(2,6-difluorobenzyl)-5-((dimethylamino)methyl)-2,4-dioxo-1,2-dihydrothieno[2,3-d]pyrimidin-3(4H)-yl)pyridin-2-yl)-N-methylsulfonamide NC1=CC=C(C=C1)C1=C(C2=C(N(C(N(C2=O)C=2C=CC(=NC2)N(S(=O)=O)C)=O)CC2=C(C=CC=C2F)F)S1)CN(C)C